CC1=NN(C=2C1=NC(=CC2NCC2=NNC=C2)C=2C(=NC=CC2)OCCC)[C@H](CC)C (S)-3-methyl-1-[1-methylpropyl]-5-(2-propoxy-3-pyridyl)-N-(1H-pyrazol-3-ylmethyl)pyrazolo[4,3-b]pyridin-7-amine